O=C1N(C[C@H]2N1CCNC2)C21CC(C2)(C1)CNS(N)(=O)=O (S)-3-oxo-2-(3-((sulfamoylamino)methyl)bicyclo[1.1.1]Pentane-1-yl)hexahydroimidazo[1,5-a]Pyrazine